Benzyl ((2SR,3SR,4RS)-2-cyclobutyl-3-propyl-1,2,3,4-tetrahydro-1,5-naphthyridin-4-yl)carbamate C1(CCC1)[C@@H]1NC2=CC=CN=C2[C@@H]([C@H]1CCC)NC(OCC1=CC=CC=C1)=O |r|